C1(CCCC1)N1CC2(CC1)CCN(CC2)C=2C1=C(N=C(N2)C=2C(=NNC2)C)C=NC=C1 4-(2-cyclopentyl-2,8-diazaspiro[4.5]decan-8-yl)-2-(3-methyl-1H-pyrazol-4-yl)pyrido[3,4-d]pyrimidine